C(C1=CC=CC=C1)NC1=NC=CC(=C1)B(O)O 2-(BENZYLAMINO)PYRIDIN-4-YLBORONIC ACID